C(C=C)(=O)OCC(CC(COC(C=C)=O)CC)CC 2,4-diethylpentane-1,5-diol diacrylate